C(C1=CC=NC=C1)N1CCOCC1 isonicotinyl-morpholine